[4-(3,4-Dichloro-2-hydroxy-5-oxo-2,5-dihydro-pyrrol-1-ylmethyl)-[1,2,3]triazol-1-yl]-acetic acid ClC=1C(N(C(C1Cl)=O)CC=1N=NN(C1)CC(=O)O)O